4-(2-((1-(2-(2,4-dioxocyclohexyl)-1,3-dioxoisoindolin-5-yl)piperidin-4-yl)methoxy)ethyl)piperidine-1-carboxylic acid tert-butyl ester C(C)(C)(C)OC(=O)N1CCC(CC1)CCOCC1CCN(CC1)C=1C=C2C(N(C(C2=CC1)=O)C1C(CC(CC1)=O)=O)=O